2-((2,2-difluorocyclopropyl)methyl)-4-methyl-7,8-dihydro-4H-pyrazolo[1,5-a][1,3]diazepin-5(6H)-one FC1(C(C1)CC1=NN2C(N(C(CCC2)=O)C)=C1)F